OCCNC(=O)C1=CN=C2N1C=C(C=C2)N2C(=NC1=C2CCC1)C1=NC(=CC=C1)C N-(2-hydroxyethyl)-6-(2-(6-methylpyridin-2-yl)-5,6-dihydro-cyclopenta[d]imidazol-1(4H)-yl)imidazo[1,2-a]pyridine-3-carboxamide